4-((4-methylpyrimidin-2-yloxy)phenyl)-7H-pyrrolo[2,3-d]pyrimidin-4-amine CC1=NC(=NC=C1)OC1=C(C=CC=C1)C1(C2=C(N=CN1)NC=C2)N